C(C)O[Si](CCCN(CC)CCC[Si](OCC)(OCC)OCC)(OCC)OCC bis[3-(triethoxysilyl)propyl]ethyl-amine